C(C)(C)(C)C1=CC=C(C=N1)N(C1=CC=CC=C1)C=1C=NC(=CC1)C(C)(C)C di(6-tert-butylpyridin-3-yl)aniline